2-pyrrolidinocyclohexanol N1(CCCC1)C1C(CCCC1)O